C1=CC=CC=2C3=CC=CC=C3C3(C12)C=1C=CC=CC1C1(C2=CC=4NC5=CC=CC=C5C4C=C23)C2=CC=CC=C2C=2C=CC=CC21 5'H-dispiro[fluorene-9,7'-naphtho[2,3-b]carbazole-12',9''-fluorene]